COC1=NC=CN=C1CC 2-Methoxy-3-ethylpyrazin